N[C@@H]1C[C@@H](CCC1)NC1=NC2=C(C=C(C=C2C=N1)C1=CC(=C(C=C1)NS(=O)(=O)C1=C(C=CC=C1)Cl)F)CC N-(4-(2-(((1R,3S)-3-aminocyclohexyl)amino)-8-ethylquinazolin-6-yl)-2-fluorophenyl)-2-chlorobenzene-sulfonamide